COC1=CC=C(OCC(=O)N(CC2OCCC2)C2=NNC=C2)C=C1 2-(4-methoxyphenoxy)-N-(1H-pyrazol-3-yl)-N-(tetra-hydrofuran-2-ylmethyl)acetamide